(2R)-2-({[(1S)-1-(1,3-benzodioxol-5-yl)-3-hydroxypropyl]carbamoyl}amino)-N,N-bis(2-thienylmethyl)hexanamide O1COC2=C1C=CC(=C2)[C@H](CCO)NC(=O)N[C@@H](C(=O)N(CC=2SC=CC2)CC=2SC=CC2)CCCC